FC(OC1=CC2=C(N=C(O2)NC2=NC3=C(N2C)C=CC(=C3)C(=O)O)C=C1)F 2-((6-(difluorometh-oxy)benzo[d]oxazol-2-yl)amino)-1-methyl-1H-benzo[d]imidazole-5-carboxylic acid